C1(CCCCC1)C(C=1C=C2C=CC=C(C2=CC1)C=1C=C2C=NNC(C2=CC1)=O)O 6-(6-(cyclohexyl(hydroxy)methyl)naphthalen-1-yl)phthalazin-1(2H)-one